C(C)OC1=NNC2=C1C(=NC=C2)C2=CC(=C(C=C2)S(=O)(=O)C)C 3-ethoxy-4-(3-methyl-4-methylsulfonyl-phenyl)-1H-pyrazolo[4,3-c]pyridine